O1[C@H](COCC1)CC1C2=C(C(NC1)=O)C=C(N2)C2=NC=NC=C2 7-[(2S)-1,4-diOxacyclohex-2-ylmethyl]-2-(pyrimidin-4-yl)-1h,5h,6h,7h-pyrrolo[3,2-c]Pyridin-4-one